NC1=NN=C(S1)CCC1=CC=C(C#N)C=C1 4-(2-(5-amino-1,3,4-thiadiazol-2-yl)ethyl)benzonitrile